C(C(C)C)NC(=O)N1C(=NC=2C1=NC=C(C2)C=2C=NC=CC2)OC N-iso-Butyl-2-methoxy-6-(pyridin-3-yl)-3H-imidazo[4,5-b]pyridine-3-carboxamide